6-(3-methyl-1H-1,2,4-triazol-1-yl)-5-(trifluoromethyl)pyridin CC1=NN(C=N1)C1=C(C=CC=N1)C(F)(F)F